4-Nitrobenzoic acid-phenylhydrazide C1(=CC=CC=C1)N(N)C(C1=CC=C(C=C1)[N+](=O)[O-])=O